5-(1-phenyl-1,6-dihydroimidazo[4,5-d]pyrrolo[2,3-b]pyridin-2-yl)furan-2-carbaldehyde C1(=CC=CC=C1)N1C(=NC=2C1=C1C(=NC2)NC=C1)C1=CC=C(O1)C=O